OC(CC=1SC(=CC1C#N)C1=NC(=NC=C1C(F)(F)F)NC1CCN(CC1)S(=O)(=O)C)(C)C 2-(2-hydroxy-2-methylpropyl)-5-(2-((1-(methylsulfonyl)piperidin-4-yl)amino)-5-(trifluoromethyl)pyrimidin-4-yl)thiophene-3-carbonitrile